N1N=CC=2C1=NC=CC2 1H-Pyrazolo[3,4-b]pyridin